BrC1=CC(=C(O[C@H](C(=O)O)C)C(=C1)F)C(CC)(F)F (2S)-2-[4-bromo-2-(1,1-difluoropropyl)-6-fluorophenoxy]propionic acid